2-{[({2'-[(hexylcarbamoyl)oxy]-1,1'-binaphthyl-2-yl}oxy)carbonyl]amino}ethyl acrylate C(C=C)(=O)OCCNC(=O)OC1=C(C2=CC=CC=C2C=C1)C1=C(C=CC2=CC=CC=C12)OC(NCCCCCC)=O